Tert-butyl 3-(2-(4-chloro-2-fluorophenyl)-2-methylbenzo[d][1,3]dioxan-4-yl)-2,5-dihydro-1H-pyrrole-1-carboxylate ClC1=CC(=C(C=C1)C1(OC(C2=C(O1)C=CC=C2)C=2CN(CC2)C(=O)OC(C)(C)C)C)F